vinyl-toluamide ammonium 5-(5-{[cis-3-(4-cyclopropylphenyl)cyclobutyl]oxy}pyrazin-2-yl)isoxazol-3-olate C1(CC1)C1=CC=C(C=C1)[C@H]1C[C@H](C1)OC=1N=CC(=NC1)C1=CC(=NO1)[O-].[NH4+].C(=C)C1=C(C(=CC=C1)C)C(=O)N